C1=CC(=CC=C1)C(=O)Cl 3-benzeneformyl chloride